OC1CC(N(C(C1)(C)C)O)(C)C 4-hydroxy-2,2,6,6-tetramethyl-1-piperidinol